NC1(CCC(CC1)(C1=CC=C(C=C1)F)CNC1=CC(=NC=2N1N=C(C2)C(F)(F)F)CC)C#N (1s,4s)-1-amino-4-(((5-ethyl-2-(trifluoromethyl)pyrazolo[1,5-a]pyrimidin-7-yl)amino)methyl)-4-(4-fluorophenyl)cyclohexane-1-carbonitrile